2-[4-[3-[3-[3-(2-carboxyethoxy)propoxy]propoxy]propoxy]-3,5-dichloro-anilino]benzoic acid C(=O)(O)CCOCCCOCCCOCCCOC1=C(C=C(NC2=C(C(=O)O)C=CC=C2)C=C1Cl)Cl